C(C=C)OC=1C(=C(C=NC1)CC1=C(C(=NC=C1)NS(NC)(=O)=O)F)C 4-[(5-allyloxy-4-methyl-3-pyridinyl)methyl]-3-fluoro-N-(methylsulfamoyl)pyridin-2-amine